FC1=C(C=CC(=C1)S(=O)(=N)C(F)(F)F)CC1CC2(CN(C2)C(=O)OC(C)(C)C)C1 tert-butyl 6-[[2-fluoro-4-(trifluoromethylsulfonimidoyl) phenyl] methyl]-2-azaspiro[3.3]heptane-2-carboxylate